[1,1'-biphenyl]-3-ylboric acid C1(=CC(=CC=C1)OB(O)O)C1=CC=CC=C1